pregna-4,20-diene-3,6-dione C=C[C@H]1CC[C@H]2[C@@H]3CC(C4=CC(CC[C@]4(C)[C@H]3CC[C@]12C)=O)=O